(S)-10-((5-chloro-2-((R)-7-hydroxy-5-azaspiro[2.5]octan-5-yl)pyrimidin-4-yl)amino)-2-cyclopropyl-3,3-difluoro-7-methyl-1,2,3,4-tetrahydro-[1,4]oxazepino[2,3-c]quinolin-6(7H)-one ClC=1C(=NC(=NC1)N1CC2(CC2)C[C@H](C1)O)NC1=CC=2C3=C(C(N(C2C=C1)C)=O)OCC([C@@H](N3)C3CC3)(F)F